C1(CC1)S(=O)(=O)C(C#CC=1C=C(C=NC1)[C@@](O)(C1=CC=C(C=C1)C(C)C)C1(CN(C1)C)C)(C)C (R)-[5-(3-cyclopropanesulfonyl-3-methyl-but-1-ynyl)-pyridin-3-yl]-(1,3-dimethyl-azetidin-3-yl)-(4-isopropyl-phenyl)-methanol